4-ETHOXY-3-METHYLBENZALDEHYDE C(C)OC1=C(C=C(C=O)C=C1)C